CC(C(C(=O)O)C)CC 3,2-dimethylpentanoic acid